2-(2,2,2-trifluoroethoxy)isoindoline FC(CON1CC2=CC=CC=C2C1)(F)F